F[C@@]1(CN(CC1)C1=NC=CC(=N1)NC=1N=CC2=C(C=CC(=C2C1)C(C)C)N1[C@@H]([C@H](C1)CS(=O)(=O)C)C)CO [(3S)-3-fluoro-1-[4-({8-[(2R,3S)-3-(methanesulfonylmeth-yl)-2-methylazetidin-1-yl]-5-(propan-2-yl)isoquinolin-3-yl}amino)pyrimidin-2-yl]pyrrolidin-3-yl]methanol